[Si](C1=CC=CC=C1)(C1=CC=CC=C1)(C(C)(C)C)OC[C@H]1[C@@H](N([C@H](C1)CO)C(=O)OC(C)(C)C)C#C tert-butyl (2R,3R,5R)-3-(((tert-butyldiphenylsilyl)oxy)methyl)-2-ethynyl-5-(hydroxymethyl)pyrrolidine-1-carboxylate